benzyl-(2S)-4-(2-chloro-6-((4-(methoxycarbonyl)chroman-4-yl)methyl)-5-nitropyrimidin-4-yl)-2-(cyanomethyl)piperazine-1-carboxylic acid tert-butyl ester C(C)(C)(C)OC(=O)N1[C@](CN(CC1)C1=NC(=NC(=C1[N+](=O)[O-])CC1(CCOC2=CC=CC=C12)C(=O)OC)Cl)(CC#N)CC1=CC=CC=C1